FC=1C=C(C=C(C1)F)[C@@H]1CCN2N=C(C=C21)NC([C@@H](C)N2C[C@@H](C(CC2)(F)F)C2=CC=[N+](C=C2)[O-])=O 4-((S)-1-((R)-1-(((S)-4-(3,5-difluorophenyl)-5,6-dihydro-4H-pyrrolo[1,2-b]pyrazol-2-yl)amino)-1-oxopropan-2-yl)-4,4-difluoropiperidin-3-yl)pyridine 1-oxide